ClC1=NC=C(C(=C1)C1=C(C=NC(=C1)C)C(=O)NC=1SC2=C(N1)CN(C2)C(=O)C2=C(C=NN2C)C)OC 2'-chloro-N-[5-(1,4-dimethyl-1H-pyrazole-5-carbonyl)-4H,5H,6H-pyrrolo[3,4-d][1,3]thiazol-2-yl]-5'-methoxy-6-methyl-[4,4'-bipyridine]-3-carboxamide